(3S)-N-[3-(2-[2-[imino(methyl)oxo-λ6-sulfanyl]ethoxy]-6-(morpholin-4-yl)pyridin-4-yl)-4-methylphenyl]-3-(2,2,2-trifluoroethyl)pyrrolidine-1-carboxamide N=S(CCOC1=NC(=CC(=C1)C=1C=C(C=CC1C)NC(=O)N1C[C@@H](CC1)CC(F)(F)F)N1CCOCC1)(=O)C